Propyl 4-tetradecyloxy-3-methoxybenzoate C(CCCCCCCCCCCCC)OC1=C(C=C(C(=O)OCCC)C=C1)OC